FC(C)(F)C=1N=COC1C(=O)N1[C@@H](C2=C(CC1)NC=N2)C=2OC1=C(N2)C=CC(=C1)F (S)-(4-(1,1-difluoroethyl)oxazol-5-yl)(4-(6-fluorobenzo[d]oxazol-2-yl)-6,7-dihydro-1H-imidazo[4,5-c]pyridin-5(4H)-yl)methanone